CC1(C(C1C=C(C)C)C(=O)OC)C methyl 2,2-dimethyl-3-(2-methylprop-1-en-1-yl)cyclopropane-1-carboxylate